C(C)(C)(C)OC(N(C)[C@@H]1CN(CC1)C1=C2C(=NC=C1)N(CC2)C(NC2=CC1=CN(N=C1C(=C2)F)C)=O)=O.FC=2C(=C(C=CC2)C=2C=CC=C(C2C(=O)O)O)F Difluorobenzenesalicylic acid tert-butyl-(S)-(1-(1-((7-fluoro-2-methyl-2H-indazol-5-yl)carbamoyl)-2,3-dihydro-1H-pyrrolo[2,3-b]pyridin-4-yl)pyrrolidin-3-yl)(methyl)carbamate